OCCOCCCCCCCCCCCCNC(OC(C)(C)C)=O tert-butyl (12-(2-hydroxyethoxy)dodecyl)carbamate